(3S,4S)-4-(((6-(2-chloro-2'-methyl-3'-((2-methylpyrido[3,2-d]pyrimidin-4-yl)amino)-[1,1'-biphenyl]-3-yl)-2-methoxypyridin-3-yl)methyl)amino)tetrahydro-2H-pyran-3-ol ClC1=C(C=CC=C1C1=CC=C(C(=N1)OC)CN[C@@H]1[C@@H](COCC1)O)C1=C(C(=CC=C1)NC=1C2=C(N=C(N1)C)C=CC=N2)C